ClC=1C(=C2C(=NC1)NC(=N2)C2=CC=C(C=C2)N2CCN(CC2)CC=2C=NC=CC2)NC2CCN(CC2)CC2CC2 6-Chloro-N-[1-(cyclopropylmethyl)piperidin-4-yl]-2-{4-[4-(pyridin-3-ylmethyl)piperazin-1-yl]phenyl}-3H-imidazo[4,5-b]pyridin-7-amine